N3-(6-chloro-4-methoxypyridin-3-yl)-3-(2-isopropylphenyl)azetidine-1,3-dicarboxamide ClC1=CC(=C(C=N1)NC(=O)C1(CN(C1)C(=O)N)C1=C(C=CC=C1)C(C)C)OC